2,3,4,6-tetra-O-acetyl-beta-D-mannopyranosyl bromide C(C)(=O)O[C@@H]1[C@@H](O[C@@H]([C@H]([C@@H]1OC(C)=O)OC(C)=O)COC(C)=O)Br